2-(5-isopropyl-1,4-diazepan-1-yl)-N-(4-(pyridin-4-yl)phenyl)pyrimidin-4-amine C(C)(C)C1NCCN(CC1)C1=NC=CC(=N1)NC1=CC=C(C=C1)C1=CC=NC=C1